5-(3-isopropyl-5-(piperidin-4-yl)-1H-indol-2-yl)benzo[d]thiazole C(C)(C)C1=C(NC2=CC=C(C=C12)C1CCNCC1)C=1C=CC2=C(N=CS2)C1